OC1(CC(C1)C(=O)N1CC2(C1)CC(C2)CC2=CC=CC=1N2N=CC1)C ((1s,3s)-3-hydroxy-3-methylcyclobutyl)(6-(pyrazolo[1,5-a]pyridin-7-ylmethyl)-2-azaspiro[3.3]hept-2-yl)methanone